C(C)(C)(C)OC(=O)N1C(CN(CC1)CCCC1=CC2=C(N(C(N2C)=O)C2C(NC(CC2)=O)=O)C=C1)C(=O)O 1-Tert-butoxycarbonyl-4-[3-[1-(2,6-dioxo-3-piperidyl)-3-methyl-2-oxo-benzimidazol-5-yl]propyl]piperazine-2-carboxylic acid